(S)-tert-butyl (1-(4-(piperazin-1-yl)phenyl)ethyl)carbamate N1(CCNCC1)C1=CC=C(C=C1)[C@H](C)NC(OC(C)(C)C)=O